CN1CCC(CC1)C1=CC=C(C=C1)C1=CC=C2CNC(C2=C1)=O 6-[4-(1-methyl-4-piperidinyl)phenyl]Isoindolin-1-one